((1r,4r)-4-(3-chloro-4-cyanophenoxy)cyclohexyl)-6-(4-(hydroxymethyl)piperidin-1-yl)pyrazine-3-carboxamide ClC=1C=C(OC2CCC(CC2)C2=NC(=CN=C2C(=O)N)N2CCC(CC2)CO)C=CC1C#N